C1(CC1)C1=CC=2N(C=C1C1C(C1)C1=CC(=CC=C1)C(F)(F)F)N=CN2 7-cyclopropyl-6-(2-(3-(trifluoromethyl)phenyl)cyclopropyl)-[1,2,4]triazolo[1,5-a]pyridine